CN1N=C(C=C1)C1=CC(=C(C#N)C=C1)CNC1=NN2C(NC(=CC2=O)CCC)=N1 4-(1-methylpyrazol-3-yl)-2-[[(7-oxo-5-propyl-4H-[1,2,4]triazolo[1,5-a]pyrimidin-2-yl)amino]methyl]benzonitrile